((1R,3S)-5-(2-aminooxazolo[4,5-c]pyridin-7-yl)-5-azaspiro[2.4]heptan-1-yl)((S)-6,8-dichloro-1-methyl-3,4-dihydroisoquinolin-2(1H)-yl)methanone NC=1OC2=C(C=NC=C2N2C[C@@]3(C[C@H]3C(=O)N3[C@H](C4=C(C=C(C=C4CC3)Cl)Cl)C)CC2)N1